[(3R)-6-chlorochroman-3-yl]-[1-[2-(dimethylamino)ethyl]-6-(5-methoxy-1H-pyrazol-4-yl)indol-3-yl]methanone ClC=1C=C2C[C@H](COC2=CC1)C(=O)C1=CN(C2=CC(=CC=C12)C=1C=NNC1OC)CCN(C)C